(3-morpholinopropyl)-2-(trifluoromethyl)benzene-1,4-diamine O1CCN(CC1)CCCC=1C(=C(C=CC1N)N)C(F)(F)F